C(C1=CC=CC=C1)(C1=CC=CC=C1)(C1=CC=CC=C1)N1N=CN=C1C=O 1-trityl-1H-1,2,4-triazole-5-formaldehyde